(2R,6S)-N-[2-(cyclohexylmethyl)-2-azaspiro[3.3]heptan-6-yl]-2,6-dimethyl-4-[5-(trifluoromethyl)pyrimidin-2-yl]piperazine-1-carboxamide C1(CCCCC1)CN1CC2(C1)CC(C2)NC(=O)N2[C@@H](CN(C[C@@H]2C)C2=NC=C(C=N2)C(F)(F)F)C